FC1(C(=O)O)C(C(=CC=C1)F)F 1,2,3-trifluorobenzoic acid